COC(CC1=C(C(=CC=C1CO)S)C#N)=O.C(C)(=O)NC1=C(C=C(C(=O)NCCN(CC)CC)C=C1)Cl 4-Acetamido-3-chloro-N-[2-(diethylamino)ethyl]benzamide methyl-2-(2-cyano-6-(hydroxymethyl)-3-mercaptophenyl)acetate